trans-N-(3-(1-Cyclobutyl-1H-pyrazol-4-yl)phenyl)-4-hydroxy-N-((trans-4-(5-methoxy-6-methylpyridin-2-yl)cyclohexyl)methyl)cyclohexane-carboxamide C1(CCC1)N1N=CC(=C1)C=1C=C(C=CC1)N(C(=O)[C@@H]1CC[C@H](CC1)O)C[C@@H]1CC[C@H](CC1)C1=NC(=C(C=C1)OC)C